C(=O)(C=C)N=C=O acryl isocyanate